C(C)(C)(C)C1=CC=CC(=N1)CN1N=NC(=C1)C1=NC(=NC2=C(C=CC=C12)OC)N 4-{1-[(6-tert-butylpyridin-2-yl)methyl]-1H-1,2,3-triazol-4-yl}-8-methoxyquinazolin-2-amine